N[C@H]1CN(CC1)CC(=O)O (R)-(3-AMINO-PYRROLIDIN-1-YL)-ACETIC ACID